2-{4-[(E)-3-(3,3-Difluoropyrrolidin-1-yl)propenyl]phenyl}-3-(3-hydroxyphenyl)-4-methyl-2H-chromen-6-ol FC1(CN(CC1)C/C=C/C1=CC=C(C=C1)C1OC2=CC=C(C=C2C(=C1C1=CC(=CC=C1)O)C)O)F